C(C)(C)(C)OC(NC1=NSC(=N1)C1=NN=C2N1CCN([C@@H]2C)C(C2=CC=C(C=C2)F)=O)=O (R)-(5-(7-(4-fluorobenzoyl)-8-methyl-5,6,7,8-tetrahydro-[1,2,4]triazolo[4,3-a]pyrazin-3-yl)-1,2,4-thiadiazol-3-yl)carbamic acid tert-butyl ester